tert-Butyl 4-((4-(cyclopropyl(4-(trifluoromethyl)benzyl)amino)-7H-pyrrolo[2,3-d]pyrimidin-7-yl)methyl)-3,3-difluoropiperidine-1-carboxylate C1(CC1)N(C=1C2=C(N=CN1)N(C=C2)CC2C(CN(CC2)C(=O)OC(C)(C)C)(F)F)CC2=CC=C(C=C2)C(F)(F)F